6-methoxy-9H-pyrido[3,4-b]indole COC=1C=C2C3=C(NC2=CC1)C=NC=C3